N-(4-((2-(2-oxabicyclo[2.1.1]hexan-4-yl)-6-methylpyrimidin-4-yl)amino)-5-(2-methylpyrimidin-4-yl)pyridin-2-yl)acetamide C12OCC(C1)(C2)C2=NC(=CC(=N2)NC2=CC(=NC=C2C2=NC(=NC=C2)C)NC(C)=O)C